(3-cyano-4-methoxyphenyl)cyclohexanecarboxamide C(#N)C=1C=C(C=CC1OC)C1(CCCCC1)C(=O)N